CC1=CN=C(N=N1)N[C@@H]1C[C@H](CC1)NC1=CC=C(C=N1)N1C(C(=CC=C1)C=1C=NN(C1)C)=O 6'-(((1S,3S)-3-((6-Methyl-1,2,4-triazin-3-yl)amino)cyclopentyl)amino)-3-(1-methyl-1H-pyrazol-4-yl)-2H-[1,3'-bipyridin]-2-one